C(#N)CN(C(CCC=1SC(=C(N1)COC=1C=2N(C=C(C1)OC)N=C(C2)C=2N=C1SC(=NN1C2)OC)C)=O)C N-(cyanomethyl)-3-(4-(((6-methoxy-2-(2-methoxyimidazo[2,1-b][1,3,4]thiadiazol-6-yl)pyrazolo[1,5-a]pyridin-4-yl)oxy)methyl)-5-methylthiazol-2-yl)-N-methylpropanamide